FC1=C(C2=C(CCO2)C(=C1)CO)C#N 6-fluoro-4-hydroxymethyl-2,3-dihydrobenzofuran-7-carbonitrile